C1(CCCCC1)C1=CC=C(C=C1)C=1NC=2N(C(C1)=O)N=C(C2C(=O)N2CC(C2)CF)C=2N=CN(C2)CC 5-(4-cyclohexylphenyl)-2-(1-ethylimidazol-4-yl)-3-[3-(fluoromethyl)azetidine-1-carbonyl]-4H-pyrazolo[1,5-a]pyrimidin-7-one